ClC1=C2CN(C(C2=C(C=C1)NC1=NC=C(C=C1)N1CC(OCC1)C(C)O)=O)C(=O)OC(C)(C)C Tert-Butyl 4-chloro-7-((5-(2-(1-hydroxyethyl)morpholino)pyridin-2-yl)amino)-1-oxoisoindoline-2-carboxylate